behenyl eleostearate C(CCCCCCCC=CC=CC=CCCCC)(=O)OCCCCCCCCCCCCCCCCCCCCCC